C1(CC1)CS(=O)(=O)C1=NC=2N(C(N(C(C2N1C)=O)C)=O)CC#C 8-((cyclopropylmethyl)sulfonyl)-1,7-dimethyl-3-(prop-2-yn-1-yl)-1H-purine-2,6(3H,7H)-dione